2,4-dioxopyrrolidin-1-yl-pyridyl-butyrate O=C1N(CC(C1)=O)C(C(=O)[O-])(CC)C1=NC=CC=C1